CC1=CC(=CC=C1)NC2=C(C=NC=C2)S(=O)(=O)NC(=O)NC(C)C The molecule is an N-sulfonylurea obtained by formal condensation of [(3-methylphenyl)amino]pyridine-3-sulfonic acid with the free amino group of N-isopropylurea. It is a potent loop diuretic used for the treatment of hypertension and edema in patients with congestive heart failure. It has a role as a loop diuretic and an antihypertensive agent. It is a N-sulfonylurea, an aminopyridine and a secondary amino compound. It derives from a 4-aminopyridine.